CN(C)CC=1N(C(=CN1)C1=CC=C(OC2=C(C=O)C=CC(=C2)CC)C=C1)C 2-(4-(2-((dimethylamino)methyl)-1-methyl-1H-imidazol-5-yl)phenoxy)-4-ethylbenzaldehyde